2-fluoro-3-(4-fluorophenyl)-3-hydroxypropanamide FC(C(=O)N)C(O)C1=CC=C(C=C1)F